NC=1N=NC(=CC1C1=CC=CC(=N1)N1CCC(CC1)N1CCC2(CC1)COC1=C3CN(C(C3=CC=C12)=O)C1C(NC(CC1)=O)=O)C1=C(C=CC=C1)O 3-(1'-(1-(6-(3-amino-6-(2-hydroxyphenyl)pyridazin-4-yl)pyridin-2-yl)piperidin-4-yl)-6-oxo-6,8-dihydro-2H,7H-spiro[furano[2,3-e]isoindole-3,4'-piperidin]-7-yl)piperidine-2,6-dione